C(C)OC(C[C@H](C1=CC2=C(N(N=N2)C)C(=C1)OC)C1=C2CCN(CC2=CC=C1)C(C1=CC(=C(C=C1)OC)Cl)=O)=O (R)-3-[2-(3-chloro-4-methoxybenzoyl)-1,2,3,4-tetrahydroisoquinolin-5-yl]-3-(7-methoxy-1-methyl-1H-benzo[d][1,2,3]triazol-5-yl)propionic acid ethyl ester